3-(2-methoxyethoxy)-N-methyl-4-(prop-2-yn-1-ylamino)benzamide phosphoramidate P(O)(O)(=O)N.COCCOC=1C=C(C(=O)NC)C=CC1NCC#C